BrC=1C=C(C2=C(C(CO2)=O)C1)F 5-bromo-7-fluorobenzofuran-3(2H)-one